9,9-dimethyl-10-(selenophen-2-yl)-9,10-dihydroacridine CC1(C2=CC=CC=C2N(C=2C=CC=CC12)C=1[Se]C=CC1)C